C1(=CC=C(C=C1)C(=O)[O-])C=CC1=CC=C(C=C1)C(=O)[O-].[Na+].[Na+] sodium 4,4'-stilbenedicarboxylate